methyl 2-bromo-5-[[5-chloro-4-(cyclopentylamino)pyrimidin-2-yl]amino]benzoate BrC1=C(C(=O)OC)C=C(C=C1)NC1=NC=C(C(=N1)NC1CCCC1)Cl